ethyl 1-(2-fluoro-6-(1-hydroxy ethyl)phenyl)piperidine-4-carboxylate FC1=C(C(=CC=C1)C(C)O)N1CCC(CC1)C(=O)OCC